S([O-])(O)(=O)=O.[Cs+] Cesium bisulfate